C(C)C1=NC(=NO1)C=1C=C2CC[C@H](C2=CC1)NC(=O)C=1C=NN(C1)C(CO)C N-((R)-5-(5-ethyl-1,2,4-oxadiazol-3-yl)-2,3-dihydro-1H-inden-1-yl)-1-(1-hydroxypropan-2-yl)-1H-pyrazole-4-carboxamide